N1=C2N(C(=C1)C(=O)O)CCC2 6,7-dihydro-5H-pyrrolo[1,2-a]Imidazole-3-carboxylic acid